methyl[2,5'-bipyrimidine]-4-carboxamide CC=1C(=NC(=NC1)C=1C=NC=NC1)C(=O)N